N-(3-(4-methyl-1H-imidazol-1-yl)-5-(trifluoromethyl)phenyl)benzamid CC=1N=CN(C1)C=1C=C(C=C(C1)C(F)(F)F)NC(C1=CC=CC=C1)=O